4-(7-(2-(2-hydroxypropan-2-yl)pyridin-4-yl)furo[3,2-b]pyridin-2-yl)-N-methyl-N-pentylbenzamide OC(C)(C)C1=NC=CC(=C1)C1=C2C(=NC=C1)C=C(O2)C2=CC=C(C(=O)N(CCCCC)C)C=C2